1-((2-(2,6-dioxopiperidin-3-yl)-1-oxoisoindolin-4-yl)methyl)-3-fluoropiperidin-4-yl methanesulfonate CS(=O)(=O)OC1C(CN(CC1)CC1=C2CN(C(C2=CC=C1)=O)C1C(NC(CC1)=O)=O)F